C(C)[C@]1(CC[C@@H]2[C@H]3CC[C@]4([C@H]([C@@H]3CC[C@@H]2C1)[C@H]1[C@@H]([C@@H]4[C@H](C)[C@@H](C)O)C1)C)O (2R,4aS,4bR,6aS,7R,7aS,8aR,8bR,8cR,10aR)-2-ethyl-7-((2S,3R)-3-hydroxybutan-2-yl)-6a-methyloctadecahydrocyclopropa[4,5]cyclopenta[1,2-a]phenanthren-2-ol